C(C)OC(C(C1=C(C=C(C=C1OC)OC)OC)C=1C=C2CCCNC2=CC1)=O 2-(1,2,3,4-tetrahydroquinolin-6-yl)-2-(2,4,6-trimethoxyphenyl)acetic acid ethyl ester